dipotassium magnesium phosphate P(=O)([O-])([O-])[O-].[Mg+2].[K+].[K+]